[Si](C1=CC=CC=C1)(C1=CC=CC=C1)(C(C)(C)C)OC1CCC(CC1)NC1=NC(=NC=C1[N+](=O)[O-])Cl N-((1r,4r)-4-((tert-butyldiphenylsilyl)oxy)cyclohexyl)-2-chloro-5-nitropyrimidine-4-amine